(R)-N-(5-(5-(difluoromethyl)-1,2,4-oxadiazol-3-yl)-2,3-dihydro-1H-inden-1-yl)-2-methyloxazole-5-carboxamide FC(C1=NC(=NO1)C=1C=C2CC[C@H](C2=CC1)NC(=O)C1=CN=C(O1)C)F